C(C)(=O)O[C@H](CCCCCC)C\C=C/CCCCCCCC(CCCCCCCCCC)OC(=O)OCCCN(C)C (7R,9Z)-18-({[3-(dimethylamino)propyloxy]carbonyl}oxy)octacosa-9-en-7-yl acetate